(2R,5R)-4-acetyl-5-(3-chloro-5-(5-fluoropyrimidin-2-yl)phenyl)-1-((Z)-3-chloroacryloyl)-N-methylpiperazine-2-carboxamide C(C)(=O)N1C[C@@H](N(C[C@H]1C1=CC(=CC(=C1)C1=NC=C(C=N1)F)Cl)C(\C=C/Cl)=O)C(=O)NC